C(C(C)C)C=1C=CC(=C(C1)N1CCN(CC1)CC1=NOC(=C1)C)C=1N=NNN1 3-[[4-[5-isobutyl-2-(2H-tetrazol-5-yl)phenyl]piperazin-1-yl]methyl]-5-methyl-isoxazole